NCCS 2-amino-ethane-1-thiol